3-Chloro-5-amino-2-(1H-pyrazol-1-yl)pyridine ClC=1C(=NC=C(C1)N)N1N=CC=C1